butyl 2-[2-[4-(tert-butoxy)-1-carbamoyl-4-oxobutyl]-3-oxo-1H-isoindol-5-yl]-2,7-diazaspiro[3.5]nonane-7-carboxylate C(C)(C)(C)OC(CCC(C(N)=O)N1CC2=CC=C(C=C2C1=O)N1CC2(C1)CCN(CC2)C(=O)OCCCC)=O